5-bromo-2-(4-((2-methoxyethoxy)methoxy)-3-nitrophenyl)isoindolin-1-one calcium hemi-hydrate O.[Ca].BrC=1C=C2CN(C(C2=CC1)=O)C1=CC(=C(C=C1)OCOCCOC)[N+](=O)[O-].BrC=1C=C2CN(C(C2=CC1)=O)C1=CC(=C(C=C1)OCOCCOC)[N+](=O)[O-].[Ca]